C1(=CC=C(C=C1)N=C=NC1=CC=C(C=C1)C)C N,N'-di-p-tolylcarbodiimide